prop-2-en-1-yl N-[(methoxymethylcarbamoyl)methyl]carbamate COCNC(=O)CNC(OCC=C)=O